FC(OC=1C=CC(=C2C(=NNC12)NC(C1=CC=C(C=C1)F)=O)C)F N-(7-(difluoromethoxy)-4-methyl-1H-indazol-3-yl)-4-fluorobenzamide